N-(3-amino-4,5-dimethylphenyl)-4-(trifluoromethyl)picolinamide NC=1C=C(C=C(C1C)C)NC(C1=NC=CC(=C1)C(F)(F)F)=O